3-[4-[(4-amino-1-piperidyl)methyl]-3-methyl-2-oxo-benzimidazol-1-yl]piperidine-2,6-dione NC1CCN(CC1)CC1=CC=CC=2N(C(N(C21)C)=O)C2C(NC(CC2)=O)=O